N-((4-chlorophenyl)(1H-imidazol-4-yl)methyl)-4-methoxyaniline ClC1=CC=C(C=C1)C(NC1=CC=C(C=C1)OC)C=1N=CNC1